C(OCCF)(OCC(F)(F)F)=O (2-fluoroethyl) (2,2,2-trifluoroethyl) carbonate